CC1=C(C=C(C=C1)NC(=O)N1CCO[C@H](CC1)C(F)(F)F)C=1OC=C(N1)C (R)-N-(4-methyl-3-(4-methyloxazol-2-yl)phenyl)-7-(trifluoromethyl)-1,4-oxazepane-4-carboxamide